CC(C)C1=C(C=CC=C1O)O propan-2-ylbenzene-1,3-diol